CC1=NC(=CC(=C1)C=1NC2=CC=C(C=C2C1C(C)C)C1CCN(CC1)CC=1C=NN(C1)C)C 2-(2,6-dimethylpyridin-4-yl)-3-isopropyl-5-(1-((1-methyl-1H-pyrazol-4-yl)methyl)piperidin-4-yl)-1H-indole